[Se](C=1NC=CC1)C=1NC=CC1 selenobisazole